OCCC(=O)NCCO 3-hydroxy-N-(2-hydroxy-ethyl)propionamide